1-bromo-4-fluoro-2-(2-fluoroprop-2-yl)benzene BrC1=C(C=C(C=C1)F)C(C)(C)F